6-(2,6-difluorophenyl)pyridazine-3-carboxylic acid methyl ester COC(=O)C=1N=NC(=CC1)C1=C(C=CC=C1F)F